F[C@]1(CC(=CC=C1)NC(C1=CN=CC(=C1)C)=O)C(C)NC1=CN=C2C(=N1)N(N=C2)C (S)-N-(3-fluoro-3-(1-((1-methyl-1H-pyrazolo[3,4-b]pyrazin-6-yl)amino)ethyl)phenyl)-5-methylnicotinamide